N-(4-chlorophenyl)-1,5-dimethyl-9-(1-methyl-1H-pyrazol-4-yl)-6,7-dihydro-5H-benzo[c][1,2,3]triazolo[1,5-a]azepin-7-amine ClC1=CC=C(C=C1)NC1C2=C(C=3N(C(C1)C)N=NC3C)C=CC(=C2)C=2C=NN(C2)C